C(CC1=CC=C(C=C1)O)C(=O)O desaminotyrosine